2,2,2-Trifluoroacetaldehyde compound with 1-(3-aminopiperidin-3-yl)-2,2,2-trifluoroethan-1-ol NC1(CNCCC1)C(C(F)(F)F)O.FC(C=O)(F)F